CC(C(C(C(C=CC=CC=CC=CC=CC=CC=CC=CC=CC=CC)=O)=O)=O)=O hexacosadecaenetetrone